(5aR,5bS,7aS,8S,10aS,10bR)-5a,7a-dimethyl-2-(piperidin-1-ylamino)-5,5a,5b,6,7,7a,8,9,10,10a,10b,11-dodecahydro-4H-cyclopenta[7,8]phenanthro[2,1-d]thiazol-8-yl propionate C(CC)(=O)O[C@H]1CC[C@@H]2[C@@]1(CC[C@@H]1[C@]3(CCC=4N=C(SC4C3=CC[C@@H]21)NN2CCCCC2)C)C